4-[(1s,4s,5r)-5-{[5-cyclopropyl-3-(2,6-dichlorophenyl)-1,2-oxazol-4-yl]methoxy}-2-azabicyclo[2.2.1]heptan-2-yl]-N-(3-hydroxypropanesulfonyl)benzamide octyl-salicylate C(CCCCCCC)OC=1C(C(=O)O)=CC=CC1.C1(CC1)C1=C(C(=NO1)C1=C(C=CC=C1Cl)Cl)CO[C@H]1[C@@H]2CN([C@H](C1)C2)C2=CC=C(C(=O)NS(=O)(=O)CCCO)C=C2